C1(=CC=CC=C1)C=1OC(=C(C1C(=O)O)C(=O)O)C1=CC=CC=C1 2,5-diphenyl-3,4-furandicarboxylic acid